N-methyl-2-(2-piperazinyl)-1-ethylamine CNCCC1NCCNC1